4-fluoro-resorcinol FC1=C(C=C(O)C=C1)O